FC1(CCS(CC1)(=N)=O)F 4,4-difluoro-1-imino-tetrahydro-1λ6-thiopyran-1-oxide